OC1(CC(C1)C(=O)N1CC2(C1)CC(C2)CC2=C(C=C(C=C2)C)C(F)(F)F)C ((1s,3s)-3-Hydroxy-3-methylcyclobutyl)(6-(4-methyl-2-(trifluoromethyl)benzyl)-2-azaspiro[3.3]heptan-2-yl)methanon